isotridecyl D-glucopyranoside O(C1[C@H](O)[C@@H](O)[C@H](O)[C@H](O1)CO)CCCCCCCCCCC(C)C